ethyl 5-isopropylisoxazole-3-carboxylate C(C)(C)C1=CC(=NO1)C(=O)OCC